bis(6-oxo-6-(pentadecan-7-yloxy)hexyl) 2-hydroxypentanedioate OC(C(=O)OCCCCCC(OC(CCCCCC)CCCCCCCC)=O)CCC(=O)OCCCCCC(OC(CCCCCC)CCCCCCCC)=O